ClC=1C=C(C=CC1)CS(=O)(=O)O.COC1=CC=C(C=C1)CCC(CCC=C)=O 1-(4-Methoxyphenyl)hept-6-en-3-one 3-chlorophenyl-methanesulfonat